amino-4-pyridylalanine NN([C@@H](C)C(=O)O)C1=CC=NC=C1